Cl.Cl.NC1(CCCC1)C(=O)NCCN(C)C 1-amino-N-(2-dimethylaminoethyl)cyclopentylcarboxamide dihydrochloride